C(N1N=C(C(=C1)NC=1N=CC2=C(N1)N(C(=C2)C#N)[C@H]2COC[C@@H]2C)O[C@H]2[C@@H](OC2)C)([2H])([2H])[2H] 2-((1-(methyl-d3)-3-(((trans)-2-methyloxetan-3-yl)oxy)-1H-pyrazol-4-yl)amino)-7-((3r,4r)-4-methyltetrahydrofuran-3-yl)-7H-pyrrolo[2,3-d]pyrimidine-6-carbonitrile